5-(1-cyclopropyl-6-methyl-1H-indazol-5-yl)-1H-pyrrole C1(CC1)N1N=CC2=CC(=C(C=C12)C)C1=CC=CN1